(S)-N-(5-(1-acryloylpiperidine-3-carboxamido)pyridin-2-yl)-6-bromopicolinamide C(C=C)(=O)N1C[C@H](CCC1)C(=O)NC=1C=CC(=NC1)NC(C1=NC(=CC=C1)Br)=O